C=1(C(=CC=CC1)C(=O)OOCCN(C(=O)OC(C)(C)C)C1=NC=C(C=C1)C1=CC=C(C=C1)C=1SC2=C(N1)C=CC(=C2)N(C)C)C(=O)[O-] 2-[2-[[5-[4-[6-(dimethylamino)-1,3-benzothiazol-2-yl] phenyl] pyridin-2-yl]-[(2-methylprop-2-yl) oxycarbonyl] amino] ethoxy] benzene-1,2-dicarboxylate